2-(piperidin-4-yloxy)-6-((4-(trifluoromethyl)-1H-pyrazol-1-yl)methyl)pyridine TFA salt OC(=O)C(F)(F)F.N1CCC(CC1)OC1=NC(=CC=C1)CN1N=CC(=C1)C(F)(F)F